C(C)(C)(C)OC(NC1CN(C1)C(C1=NC(=CC=C1C(F)F)N1C=NC2=C1C=C(C(=C2)Br)OC(F)F)=O)=O N-[1-[6-[5-bromo-6-(difluoromethoxy)benzimidazol-1-yl]-3-(difluoromethyl)picolinoyl]azetidin-3-yl]carbamic acid tert-butyl ester